3-(6-(piperidin-1-yl)-1H-benzo[d]imidazol-2-yl)-1H-indazole-5-carboxylic acid N1(CCCCC1)C=1C=CC2=C(NC(=N2)C2=NNC3=CC=C(C=C23)C(=O)O)C1